(5RS)-2-(4-Methylbenzyl)-5-{[3-(trifluoromethyl)azetidin-1-yl]carbonyl}-5,6,7,8-tetrahydro[1,2,4]triazolo[4,3-a]pyridin-3(2H)-one CC1=CC=C(CN2N=C3N([C@H](CCC3)C(=O)N3CC(C3)C(F)(F)F)C2=O)C=C1 |r|